COC(=O)[C@@H]1N(CCNC1)C(=O)OC(C)(C)C (R)-piperazine-1,2-dicarboxylic acid 1-(tert-butyl) 2-methyl ester